Methyl (1S,2R,4S)-4-[(tert-butoxycarbonyl)amino]-2-methoxycyclohexanecarboxylate C(C)(C)(C)OC(=O)N[C@@H]1C[C@H]([C@H](CC1)C(=O)OC)OC